CN(C1CN(C1)C(=O)O[C@@H]1CC[C@H](CC1)C(N(C[C@@H]1CC[C@H](CC1)C1=NC(=C(C=C1)OC)C)C1=NC=CC(=C1)C=1C=NN(C1)C(C)C)=O)C trans-4-((4-(1-Isopropyl-1H-pyrazol-4-yl)pyridin-2-yl)((trans-4-(5-methoxy-6-methylpyridin-2-yl)cyclohexyl)methyl) carbamoyl)cyclohexyl 3-(dimethylamino)azetidine-1-carboxylate